2-(3-(1-methoxyprop-1-en-2-yl)phenyl)propanoic acid COC=C(C)C=1C=C(C=CC1)C(C(=O)O)C